FC(C1=NC(=NC(=N1)C(F)(F)F)N1[C@@H](C=2NC3=CC=C(C=C3C2CC1)Cl)CC1OCCOC1)(F)F (1R)-2-[4,6-bis(trifluoromethyl)-1,3,5-triazin-2-yl]-6-chloro-1-[(1,4-dioxan-2-yl)methyl]-2,3,4,9-tetrahydro-1H-pyrido[3,4-b]indole